1,3,7-Trimethyl-2,6-purindion CN1C(N(C=2N=CN(C2C1=O)C)C)=O